C=1N=CN2C1C=NC=C2 IMIDAZO[1,5-A]PYRAZIN